2-(1-(2-chlorobenzyl)-4-(nitroso)-1,2,5,6-tetrahydropyridin-3-yl)acetic acid ClC1=C(CN2CC(=C(CC2)N=O)CC(=O)O)C=CC=C1